FC1=C(C=C(C(=C1)C)OC)NC(OCC=1C=C2C(N(CC2=CC1)C1C(NC(CC1)=O)=O)=O)=O (2-(2,6-dioxopiperidin-3-yl)-3-oxoisoindolin-5-yl)methyl (2-fluoro-5-methoxy-4-methylphenyl)carbamate